COC1=CC=C(C=C1)S(=O)(=O)N[C@H](CC1=CC=CC=C1)C(=O)OC Methyl ((4-methoxyphenyl)sulfonyl)-D-phenylalaninate